6-Chloro-N-((4-phenyltetrahydro-2H-pyran-4-yl)methyl)-2-(trifluoromethyl)quinolin-4-amine ClC=1C=C2C(=CC(=NC2=CC1)C(F)(F)F)NCC1(CCOCC1)C1=CC=CC=C1